3-(N-cyanoethyl)aminoacetanilide CC(=O)NC1=CC=CC(=C1)NCCC#N